C(C)(C)C(C(=O)N)C(C)C.C(C)(C)C(C(=O)N)C(C)C.C(C)(C)C(C(=O)N)C(C)C.[Y] yttrium tris(diisopropylacetamide)